CN1CCN(CC1)CC=1C=C(C=C(C1)C(F)(F)F)NC(=O)C1=CC=C2CCN(C2=C1)CC=1C=NC=NC1 N-(3-((4-methylpiperazin-1-yl)methyl)-5-(trifluoromethyl)phenyl)-1-(pyrimidin-5-ylmethyl)indoline-6-carboxamide